C(#N)C(C=CC(C(=O)NC=1C=CC=C2C=CC=NC12)CC1=CC=C(C=C1)F)(C)C 5-cyano-2-(4-fluorobenzyl)-5-methyl-N-(quinolin-8-yl)hex-3-enamide